5-((1,3-dioxolan-2-yl)methyl)-1-isopropyl-5-(pyridin-2-yl)piperidin-2-one Lanthanum(III) oxalate C(C(=O)[O-])(=O)[O-].[La+3].O1C(OCC1)CC1(CCC(N(C1)C(C)C)=O)C1=NC=CC=C1.C(C(=O)[O-])(=O)[O-].C(C(=O)[O-])(=O)[O-].[La+3]